Methyl (2,5-dimethoxyphenyl)diazoacetate COC1=C(C=C(C=C1)OC)C(C(=O)OC)=[N+]=[N-]